2-(4-(2-hydroxyethyl)-1-piperazinyl)ethanesulphonic acid OCCN1CCN(CC1)CCS(=O)(=O)O